OCC1(CCC1)C=1N=C(SC1C(=O)N)C(C)=NOC1=CC=C(C=C1)OC(F)(F)F (1-(hydroxymethyl)cyclobutyl)-2-(1-((4-(trifluoromethoxy)phenoxy)imino)ethyl)thiazole-5-carboxamide